C[C@H]1CCC=2N1C(=CN2)B(O)O (S)-(5-methyl-6,7-dihydro-5H-pyrrolo[1,2-a]imidazol-3-yl)boronic acid